C(C)=C1CC2C3CCCOC3C1C2 10-ethylidene-3-oxatricyclo[6.2.1.02,7]undecan